N1CC(C1)CN[C@H]1[C@@H](C1)C=1C=C2CCN(C2=CC1)S(=O)(=O)C1=CC=CC=C1 trans-N-(azetidin-3-ylmethyl)-2-(1-(benzenesulfonyl)indolin-5-yl)cyclopropylamine